C(C(C(C(C(CO)O)O)O)O)O hexane-1,2,3,4,5,6-hexaol